C1(CCCC1)S(=O)CC1=NC=CC(=C1)N 2-((cyclopentylsulfinyl)methyl)pyridin-4-amine